P(O)(O)O.C(CCCCCCC\C=C/CCCCCCCC)(=O)O oleic acid phosphite